NC=1C(=C(C(=O)OC)C(=C(C1)Cl)OC)OCCCCl Methyl 3-amino-5-chloro-2-(3-chloropropoxy)-6-methoxybenzoate